2-Octyldecanoic acid C(CCCCCCC)C(C(=O)O)CCCCCCCC